dipotassium biphenyl-3,3'-disulfonate C1(=CC(=CC=C1)S(=O)(=O)[O-])C1=CC(=CC=C1)S(=O)(=O)[O-].[K+].[K+]